N[C@H]1[C@@H]2N(C[C@H]1CC2)C(=O)C2=CC1=C(N(C(=N1)C1=CC=3C=CC=4C(=CNC4C3N1CC1CC1)Cl)C)C(=C2)F ((1R,4R,7R)-7-amino-2-azabicyclo[2.2.1]hept-2-yl)(2-(6-chloro-1-(cyclopropylmethyl)-1,8-dihydropyrrolo[3,2-g]indol-2-yl)-7-fluoro-1-methyl-1H-benzo[d]imidazol-5-yl)methanone